(+)-3-(t-butyldimethylsilyloxy)decanoic acid [Si](C)(C)(C(C)(C)C)OC(CC(=O)O)CCCCCCC